ClC1=C(C=C2CCNCC2=C1)NC1=NC=C(C(=N1)C1=CC2=C(C(N(CCS2(=O)=O)C)=O)S1)C(F)(F)F 7-[2-[(7-chloro-1,2,3,4-tetrahydroisoquinolin-6-yl)amino]-5-(trifluoromethyl)pyrimidin-4-yl]-4-methyl-1,1-dioxo-2,3-dihydrothieno[2,3-f][1,4]thiazepin-5-one